diindenocarbazole C1=CC=CC=2NC3=C4C(C=5C(=C3C12)C1=CC=CC=C1C5)=C5C=CC=CC5=C4